α-fluoro-δ-valerolactone FC1C(=O)OCCC1